N-[2-cyano-4-fluoro-3-[4-oxo-3-(2-piperazin-1-ylpyrimidin-5-yl)quinazolin-6-yl]oxy-phenyl]pyrrolidine-1-sulfonamide C(#N)C1=C(C=CC(=C1OC=1C=C2C(N(C=NC2=CC1)C=1C=NC(=NC1)N1CCNCC1)=O)F)NS(=O)(=O)N1CCCC1